4-{3-[3-(tert-butylamino)pyrrolidin-1-yl]-6H-isochromeno[3,4-b]pyridin-8-yl}-5-fluoro-2-[(4-methoxyphenyl)methyl]pyridazin-3-one C(C)(C)(C)NC1CN(CC1)C1=CC=C2C(=N1)OCC=1C=C(C=CC12)C=1C(N(N=CC1F)CC1=CC=C(C=C1)OC)=O